(2-ethyl-6-iodo-imidazo[1,2-a]pyridin-3-yl)-methyl-amine C(C)C=1N=C2N(C=C(C=C2)I)C1NC